BrC1=CC=C2C(=NC=3N(C2=C1)C=NN3)N(C3=CC=CC=C3)CC 8-bromo-N-ethyl-N-phenyl-[1,2,4]triazolo[4,3-a]quinazolin-5-amine